C(C)C=1N=C2N(C=C(C=C2)N2CCN(CC2)C(C(C)=O)=O)C1N(C)C=1SC=C(N1)C1=CC=C(C=C1)F 1-(4-(2-ethyl-3-((4-(4-fluorophenyl)thiazol-2-yl)(methyl)amino)imidazo[1,2-a]pyridin-6-yl)piperazin-1-yl)propane-1,2-dione